ethyl 1-methyl-6-oxo-7H-pyrazolo[3,4-b]pyridine-5-carboxylate CN1N=CC2=C1NC(C(=C2)C(=O)OCC)=O